(R)-(4-(4-Chlorophenethyl)-7-azabicyclo[2.2.1]heptan-1-yl)(3-fluorophenyl)-methanol acetate C(C)(=O)O[C@H](C1=CC(=CC=C1)F)C12CCC(CC1)(N2)CCC2=CC=C(C=C2)Cl